9-(3-methylphenyl)methylene-7-p-toluenesulfonyl-8,9-dihydro-7H-naphtho[2',1':5,6][1,4]diazepino[1,7-a]indole CC=1C=C(C=CC1)C=C1CN(C2=C(C=3N1C=1C=CC=CC1C3)C=3C=CC=CC3C=C2)S(=O)(=O)C2=CC=C(C)C=C2